tert-butyl N-tert-butoxycarbonyl-N-(3,6-difluoro-5-trifluoromethyl-2-pyridyl)carbamate C(C)(C)(C)OC(=O)N(C(OC(C)(C)C)=O)C1=NC(=C(C=C1F)C(F)(F)F)F